cis-methyl 3-methyl-7-picolinoyl-7-azabicyclo[4.1.1]octane-1-carboxylate CC1CC2(N(C(CC1)C2)C(C2=NC=CC=C2)=O)C(=O)OC